(E)-nonan-3-one CCC(CCCCCC)=O